COCCOCC[N-]C N-(2-(2-methoxyethoxy)ethyl)-N-methyl-amide